3,8-difluoro-2-(2-fluorophenyl)-4-methoxyquinoline-7-carboxylic acid FC=1C(=NC2=C(C(=CC=C2C1OC)C(=O)O)F)C1=C(C=CC=C1)F